(2-fluoro-5-(methyl-carbamoyl)phenyl)boronic acid FC1=C(C=C(C=C1)C(NC)=O)B(O)O